[N+](=[N-])=CC(CC[C@@H](C(=O)OC(C)C)NC([C@@H](O)C1=CC=C(C=C1)F)=O)=O isopropyl (S)-6-diazo-2-((S)-2-(4-fluorophenyl)-2-hydroxyacetamido)-5-oxohexanoate